tert-butyl (3aR,6S,6aS)-6-((5-chloro-2,4-difluorophenyl)(methyl-d3)carbamoyl)-2,2,3a-trimethyltetrahydro-5H-[1,3]dioxolo[4,5-c]pyrrole-5-carboxylate ClC=1C(=CC(=C(C1)N(C(=O)[C@H]1N(C[C@@]2([C@H]1OC(O2)(C)C)C)C(=O)OC(C)(C)C)C([2H])([2H])[2H])F)F